(3R)-10-chloro-11-(2,4-difluorophenyl)-8-((3S,5R)-3,5-dimethylpiperazin-1-yl)-3-methoxy-3,4-dihydro-2H,6H-[1,4]thiazepino[2,3,4-ij]quinazolin-6-one ClC=1C=C2C(=NC(N3C2=C(C1C1=C(C=C(C=C1)F)F)SC[C@@H](C3)OC)=O)N3C[C@@H](N[C@@H](C3)C)C